(E)-N-(4-chlorophenyl)-9-((3-methylbenzylidene)amino)-2-morpholino-9H-purin-6-amine ClC1=CC=C(C=C1)NC1=C2N=CN(C2=NC(=N1)N1CCOCC1)/N=C/C1=CC(=CC=C1)C